4-((4-butylpiperazin-1-yl)methyl)-N-(3-chloro-4-((6-chloropyridin-2-yl)methoxy)phenyl)benzamide C(CCC)N1CCN(CC1)CC1=CC=C(C(=O)NC2=CC(=C(C=C2)OCC2=NC(=CC=C2)Cl)Cl)C=C1